sodium p-ethylbenzenesulfinate C(C)C1=CC=C(C=C1)S(=O)[O-].[Na+]